2-O-α-L-Rhamnopyranosyl-L-rhamnose [C@@H]1([C@H](O)[C@H](O)[C@@H](O)[C@@H](O1)C)O[C@@H](C=O)[C@H](O)[C@@H](O)[C@@H](O)C